FC=1C(=NC=CC1)NCC1N(CC2=CC(=CC=C2C1)NCCCCCCN)C N1-(3-(((3-fluoropyridin-2-yl)amino)methyl)-2-methyl-1,2,3,4-tetrahydroisoquinolin-7-yl)hexane-1,6-diamine